7-methyl-thieno[3,2-d]Pyrimidin-4-amine CC1=CSC2=C1N=CN=C2N